C(C)N(CC)CC.OC1=C(C(=O)O)C=CC=C1 ortho-hydroxybenzoic acid-triethylamine salt